BrC=1C=C(C=NC1)C(O)C1=CC=CC=C1 (5-bromopyridin-3-yl)(phenyl)methanol